BrC=1C=CC(=NC1)C(F)(F)F 5-Bromo-2-(trifluoro-methyl)-pyridine